sulfovaline S(=O)(=O)(O)N[C@@H](C(C)C)C(=O)O